COCC1=CC=C(C=C1)N1N=NC(=C1)CO [1-(4-methoxymethyl-phenyl)-1H-[1,2,3]Triazol-4-yl]-methanol